C(C=C)(=O)N[C@@H]1[C@@H](CCC1)NC(OC(C)(C)C)=O tert-butyl ((1R,2S)-2-acrylamidocyclopentyl)carbamate